CN1C[C@@H]2[C@H](CC1)CCN2C2=CC=C(N=N2)C2=C(C=C(C=C2CC)C(F)(F)F)O 2-[6-[(3aR,7aS)-6-methyl-3,3a,4,5,7,7a-hexahydro-2H-pyrrolo[2,3-c]pyridin-1-yl]pyridazin-3-yl]-3-ethyl-5-(trifluoromethyl)phenol